FC1(OC2=C(O1)C=CC(=C2)N(C(=O)C=2C=C(C=CC2)N2N=C(C=C2COC2=CC=C(C(=O)O)C=C2)C(F)(F)F)C)F 4-[[2-[3-[(2,2-difluoro-1,3-benzodioxol-5-yl)-methyl-carbamoyl]phenyl]-5-(trifluoromethyl)pyrazol-3-yl]methoxy]benzoic acid